bromo-7''-fluorodispiro[[1,3]dioxolane-2,1'-cyclohexane-4',1''-indene] BrC=1C2(C3=C(C=CC=C3C1)F)CCC1(CC2)OCCO1